5-(3-(3-(4-cyanophenyl)ureido)phenyl)-1H-thiophen C(#N)C1=CC=C(C=C1)NC(NC=1C=C(C=CC1)C1=CC=CS1)=O